C(#N)C1=CC=C(C=C1)N1C=NN(C1=O)CC1=CC(=C(OC(C(=O)OCC)(C)C)C(=C1)C)C Ethyl 2-(4-((4-(4-cyanophenyl)-5-oxo-4,5-dihydro-1H-1,2,4-triazol-1-yl)methyl)-2,6-dimethylphenoxy)-2-methylpropionate